2-(2,6-dioxopiperidin-3-yl)-4-(3-(2-hydroxyethoxy)propyl)isoindoline-1,3-dione O=C1NC(CCC1N1C(C2=CC=CC(=C2C1=O)CCCOCCO)=O)=O